COC(=O)C=1C=CC2=C(SC(=C2OC2=CC=C(C=C2)OC2CN(C2)C(=O)OC(C)(C)C)C2=C(C=C(C=C2)F)C(C)(F)F)C1 3-(4-(1-tert-butoxycarbonyl-azetidin-3-yloxy)phenoxy)-2-((1,1-difluoroethyl)-4-fluorophenyl)benzo[b]Thiophene-6-carboxylic acid methyl ester